FC(C=1C=C(C=NC1)N1C[C@@H]2CN(CC[C@@H]2C1)C(=O)OC(C)(C)C)(F)F |r| rac-tert-butyl (3aR,7aS)-2-[5-(trifluoromethyl)pyridin-3-yl]-octahydro-1H-pyrrolo[3,4-c]pyridine-5-carboxylate